C(C)(=O)OC[C@@H](COC1=C(C=C(C=C1)C(C)(C)C1=CC(=C(C=C1)OC[C@H](CCl)OC(C)=O)C)C)OC(C)=O (R)-3-(4-(2-(4-((R)-2-acetoxy-3-chloropropoxy)-3-methylphenyl)propan-2-yl)-2-methylphenoxy)propane-1,2-diyl diacetate